O[C@@H](CO[C@@H](CN1C(N(C(C2=C1SC(=C2C)C=2OC=CN2)=O)C(C(=O)O)(C)C)=O)C2=C(C=CC=C2)OC)C 2-[1-[(2R)-2-[(2R)-2-hydroxypropoxy]-2-(2-methoxyphenyl)ethyl]-5-methyl-6-(1,3-oxazol-2-yl)-2,4-dioxo-1H,2H,3H,4H-thieno[2,3-d]pyrimidin-3-yl]-2-methylpropionic acid